C(C)(=O)C1=C(OCC(=O)OC(C)(C)C)C=CC=C1Cl tert-butyl 2-(2-acetyl-3-chlorophenoxy)acetate